F[C@@H]1[C@H](C1)C1=CC(=NO1)C(=O)NC1C[C@H]2CC[C@@H](C1)N2C(=O)OC(C)(C)C tert-butyl (1R,3r,5S)-3-(5-((1R,2S)-2-fluorocyclopropyl)isoxazole-3-carboxamido)-8-azabicyclo[3.2.1]octane-8-carboxylate